C(C)(C)(C)OC(=O)N1C[C@H](CC1)OC1=CC(=NC2=C(C(=C(C=C12)C1CC1)C=1C2=CN(N=C2C=C(C1C)F)C(C1=CC=CC=C1)(C1=CC=CC=C1)C1=CC=CC=C1)O)S(=O)(=O)CC (3S)-3-({6-cyclopropyl-2-(ethylsulfonyl)-7-[6-fluoro-5-methyl-2-(triphenylmethyl)-2H-indazol-4-yl]-8-hydroxyquinolin-4-yl}oxy)pyrrolidine-1-carboxylic acid tert-butyl ester